1-(3'-((((5-fluoro-2-methoxyphenyl) (1H-indol-2-yl) methyl) carbamoyl)-[1,1'-biphenyl]-4-yl) piperidin-4-yl) piperazine-1-carboxylate N1(CCNCC1)C(=O)OC1C(CNCC1)C1=CC(=C(C=C1)C1=CC=CC=C1)C(NC(C=1NC2=CC=CC=C2C1)C1=C(C=CC(=C1)F)OC)=O